FC(C1=NN=C(O1)C1=CC(=C(CN(C(=S)N2CCC3(CN(C3)C3COC3)CC2)C2=CC(=C(C=C2)F)F)C=C1)F)F N-(4-(5-(difluoromethyl)-1,3,4-oxadiazol-2-yl)-2-fluorobenzyl)-N-(3,4-difluorophenyl)-2-(oxetan-3-yl)-2,7-diazaspiro[3.5]nonane-7-thioamide